OC1=CC=C2C=C(C(OC2=C1CN1CCNCC1)=NO)C(C)=O 7-hydroxy-8-(1-piperazinylmethyl)-3-acetylcoumarin oxime